butyl (3aR,6aR)-hexahydropyrrolo[3,4-b]pyrrole-5(1H)-carboxylate N1[C@@H]2[C@H](CC1)CN(C2)C(=O)OCCCC